1-Benzyl 3-tert-butyl 2-undecylmalonate C(CCCCCCCCCC)C(C(=O)OCC1=CC=CC=C1)C(=O)OC(C)(C)C